O[C@@H]1C[C@H](N(C1)C([C@H](C(C)(C)C)NC(COCCCOCCCCCOCCCOCC(=O)N[C@H](C(N1[C@@H](C[C@H](C1)O)C(NCC1=CC=C(C=C1)C1=C(N=CS1)C)=O)=O)C(C)(C)C)=O)=O)C(NCC1=CC=C(C=C1)C1=C(N=CS1)C)=O N1,N19-Bis((S)-1-((2S,4R)-4-hydroxy-2-((4-(4-methylthiazol-5-yl)benzyl)carbamoyl)pyrrolidin-1-yl)-3,3-dimethyl-1-oxobutan-2-yl)-3,7,13,17-tetraoxanonadecanediamide